N[C@@H]1CN(CCCC1)C(=O)OC(C)(C)C tert-butyl (3S)-3-aminoazepane-1-carboxylate